BrC1=CC(=C2CN(C(C2=C1)=O)C1=CC(=CC=C1)C1(COC1)C(C1=NN=CN1C)F)C(F)(F)F 6-bromo-2-(3-(3-(fluoro(4-methyl-4H-1,2,4-triazol-3-yl)methyl)oxetan-3-yl)phenyl)-4-(trifluoromethyl)isoindolin-1-one